BrC1=CC=C2C=CN=CC2=C1OC 7-Bromo-8-methoxy-isoquinoline